C1(CC1)OC=1C=CC(=NC1)NC(=O)C=1C(=CC(=C(C1)NC(=O)C1=CN=C(S1)C)C)F N-[5-[(5-Cyclopropyloxypyridin-2-yl)carbamoyl]-4-fluoro-2-methylphenyl]-2-methyl-1,3-thiazole-5-carboxamide